C[C@@H]([C@H]1CC[C@@H]2[C@@]1(CC[C@H]3[C@H]2CCC4[C@@]3(CCCC4)C)C)C(=O)C(=O)C(=O)O diketocholanic acid